1-(2-acetamidoacetoyloxy)ethyl (R)-1-(2-chlorophenyl)-2-oxocyclohexyl-methylcarbamate ClC1=C(C=CC=C1)[C@]1(C(CCCC1)=O)N(C(OC(C)OC(CNC(C)=O)=O)=O)C